C(C)OC=1CNC=C2C3=C(C=CC12)CC(O3)=O 6-ethoxy-7,8-dihydrofuro[3,2-h]isoquinolinone